FC1=CC(=CC2=C3N(N=C12)CCCC3)B3OC(C(O3)(C)C)(C)C 4-fluoro-2-(4,4,5,5-tetramethyl-1,3,2-dioxaborolan-2-yl)-7,8,9,10-tetrahydropyrido[1,2-b]indazole